COC1=C(CNC2=NC3=C(C=CC=C3C(=N2)NNC(=O)[C@H]2CN(CCC2)C(=O)OC(C)(C)C)OC)C=CC(=C1)OC tert-butyl (R)-3-(2-(2-((2,4-dimethoxybenzyl)amino)-8-methoxyquinazolin-4-yl)hydrazine-1-carbonyl)piperidine-1-carboxylate